(2R)-2-hydroxy-3-[[7-(5-methyl-1,2,4-oxadiazol-3-yl)-1-isoquinolyl]amino]propanoic acid O[C@@H](C(=O)O)CNC1=NC=CC2=CC=C(C=C12)C1=NOC(=N1)C